12-hexyl-6-isopropyl-10-oxo-9,11-dioxa-3,6-diazahenicosan-21-oate C(CCCCC)C(OC(OCCN(CCNCC)C(C)C)=O)CCCCCCCCC(=O)[O-]